FC=1C=C(CSN=C=O)C=CC1 3-fluorobenzylthioisocyanate